N-((1-(5-(3-fluorophenyl)-6-phenylpyrazin-2-yl)piperidin-4-yl)methyl)pivalamide FC=1C=C(C=CC1)C=1N=CC(=NC1C1=CC=CC=C1)N1CCC(CC1)CNC(C(C)(C)C)=O